C(C)OC(=O)C1(C(C2=C(OC3=C2C=CC=C3)C1)C1=C(C=CC=C1)F)C(=O)OCC 1-(2-fluorophenyl)-1,3-dihydro-2H-cyclopenta[b]Benzofuran-2,2-dicarboxylic acid diethyl ester